tert-Butyl 6-{[(trifluoromethyl)sulfonyl]oxy}-3,4-dihydro-2,7-naphthyridine-2(1H)-carboxylate FC(S(=O)(=O)OC=1C=C2CCN(CC2=CN1)C(=O)OC(C)(C)C)(F)F